FC=1C=C(N)C=CC1N1CC2(COC2)CC1 3-fluoro-4-(2-oxa-6-azaspiro[3.4]octan-6-yl)aniline